NC1=NC(=C2N=CN(C2=N1)CC(=O)NC1=CC(=NN1CC)C)NC1=CC=C(C=C1)C1=NC=CC=N1 2-(2-amino-6-((4-(pyrimidin-2-yl)phenyl)amino)-9H-purin-9-yl)-N-(1-ethyl-3-methyl-1H-pyrazol-5-yl)acetamide